phenyl (5-(1-methylcyclopropyl)isoxazol-3-yl)carbamate CC1(CC1)C1=CC(=NO1)NC(OC1=CC=CC=C1)=O